(3-(trifluoromethyl)quinolin-8-yl)acetamide FC(C=1C=NC2=C(C=CC=C2C1)CC(=O)N)(F)F